ClC=1C=C(C=C(C1)Cl)C=1C(=C(C=C(C1)C(C)(CC(C)(C)C)C)N1C2=CC=C(C=C2C=2C=C(C=CC12)C(C)(C)C)C(C)(C)C)O 3',5'-dichloro-3-(3,6-di-tert-butyl-9H-carbazol-9-yl)-5-(2,4,4-trimethylpentan-2-yl)biphenyl-2-ol